C(=O)C=1C=C(C=CC1)SCC=1N=NN(C1)C=1C=C(C(=O)NOC2OCCCC2)C=CC1 3-(4-(((3-Formylphenyl)thio)methyl)-1H-1,2,3-triazol-1-yl)-N-((tetrahydro-2H-pyran-2-yl)oxy)benzamide